N-(2-chlorophenyl)-2-(((4-hydroxy-1-(4-methoxyphenyl)-1H-pyrazolo[3,4-d]pyrimidin-6-yl)methyl)(methyl)amino)-N-methylacetamide ClC1=C(C=CC=C1)N(C(CN(C)CC1=NC(=C2C(=N1)N(N=C2)C2=CC=C(C=C2)OC)O)=O)C